(N-[4-(1-naphthylamino)-4-oxobutanoyl])Beta-alanine C1(=CC=CC2=CC=CC=C12)NC(CCC(=O)NCCC(=O)O)=O